perfluorohexylethoxy-1,2-propylene oxide FC1(C(OC(C(F)(F)F)(F)F)(C(C(C(C(C(C(F)(F)F)(F)F)(F)F)(F)F)(F)F)(F)F)O1)C(F)(F)F